O1CCCC2=CC=CC(=C12)C=1C(=NC(=CC1)CC)N (chroman-8-yl)-6-ethylpyridin-2-amine